C(C)OC(CP(=O)(OCC)OCC)=O 2-(diethoxyphosphoryl)acetic acid ethyl ester